(S)-3-((difluoromethoxy)methyl)-1-(4-(trifluoromethyl)phenyl)piperazine FC(OC[C@@H]1CN(CCN1)C1=CC=C(C=C1)C(F)(F)F)F